5-bromo-2-hydroxy-4'-ethoxybenzophenone BrC=1C=CC(=C(C(=O)C2=CC=C(C=C2)OCC)C1)O